NC[C@@H](O)CO R-isoserinol